(E)-1,2,4-triazol-3-one N1=NC(N=C1)=O